9-(pyridin-4-ylmethyl)-3-azaspiro[5.5]undecane-3-carboxylic acid tert-butyl ester C(C)(C)(C)OC(=O)N1CCC2(CC1)CCC(CC2)CC2=CC=NC=C2